(S)-N1-(5-methyl-4-oxo-7-((trimethylsilyl)ethynyl)-2,3,4,5-tetrahydrobenzo[b][1,4]oxazepin-3-yl)-N2-phenethyloxalamide CN1C2=C(OC[C@@H](C1=O)NC(C(=O)NCCC1=CC=CC=C1)=O)C=CC(=C2)C#C[Si](C)(C)C